C(#N)C1=C(C=C(C=C1)NC(=O)C1(CCCC1)N1N=CC(=C1)C#CC1CN(C1)C=1C=C2C(N(C(C2=CC1)=O)C1C(NC(CC1)=O)=O)=O)C(F)(F)F N-(4-cyano-3-(trifluoromethyl)phenyl)-1-(4-((1-(2-(2,6-dioxopiperidin-3-yl)-1,3-dioxoisoindolin-5-yl)azetidin-3-yl)ethynyl)-1H-pyrazol-1-yl)cyclopentane-1-carboxamide